(R)-N-[2-cyclopropyl-3-(4-fluorophenyl)-2-methylpropyl]-5-fluoro-4-oxo-3H-pyrimidine-2-carboxamide C1(CC1)[C@](CNC(=O)C1=NC=C(C(N1)=O)F)(CC1=CC=C(C=C1)F)C